1-(2-(benzo[d]thiazol-2-yl)-4-hydroxypyrrolidin-1-yl)-2-cyclohexyl-2-(4-(thiophen-2-yl)-1H-1,2,3-triazol-1-yl)ethan-1-one S1C(=NC2=C1C=CC=C2)C2N(CC(C2)O)C(C(N2N=NC(=C2)C=2SC=CC2)C2CCCCC2)=O